[N+](=O)([O-])C1=CC=C(C(=O)O[C@@H]2[C@H](O[C@H](C2)N2C3=NC=NC(=C3N=C2)NC(C2=CC=CC=C2)=O)COC(C2=CC=CC=C2)(C2=CC=C(C=C2)OC)C2=CC=C(C=C2)OC)C=C1 [(2R,3S,5R)-5-(6-Benzamidopurin-9-yl)-2-[[bis(4-methoxyphenyl)-phenyl-methoxy]methyl]tetrahydrofuran-3-yl] 4-nitrobenzoate